3-chloro-4-{[1-(5-methylpyridin-2-yl)pyrazol-3-yl]oxy}aniline ClC=1C=C(N)C=CC1OC1=NN(C=C1)C1=NC=C(C=C1)C